tert-Butyl (4S)-2,2-dimethyl-4-[2-[(6-sulfamoyl-2-pyridyl)methylamino] ethyl]pyrrolidine-1-carboxylate CC1(N(C[C@H](C1)CCNCC1=NC(=CC=C1)S(N)(=O)=O)C(=O)OC(C)(C)C)C